5-(4-chloro-2-fluorophenyl)-2,3-dimethyl-7-((2R,5R)-5-methyl-2-(1-methyl-1H-pyrazol-4-yl)-4-morpholinyl)pyrido[4,3-d]pyrimidin-4(3H)-one ClC1=CC(=C(C=C1)C1=NC(=CC=2N=C(N(C(C21)=O)C)C)N2C[C@H](OC[C@H]2C)C=2C=NN(C2)C)F